6-(1-(1-(azetidin-3-ylmethyl)piperidin-4-yl)-5-methyl-1H-pyrazol-4-yl)-3-chloro-4-methoxypyrazolo[1,5-a]pyridine N1CC(C1)CN1CCC(CC1)N1N=CC(=C1C)C=1C=C(C=2N(C1)N=CC2Cl)OC